OCCN1C(C(=CC=C1)NC(C1=C(C=C(C=C1)NS(=O)(=O)CCO)N1CCC2(CC2)CC1)=O)=O N-(1-(2-hydroxyethyl)-2-oxo-1,2-dihydropyridin-3-yl)-4-((2-hydroxyethyl)sulfonamido)-2-(6-azaspiro[2.5]octan-6-yl)benzamide